C1=CC=C2C(=C1)C=CC(=N2)C=NO QUINOLYLNITRONE